ClC1=CC(=C(C=C1)C1=NC(=NC2=NC(=CN=C12)C)[C@H]1C[C@H](OCC1)C1=CC(=NC=C1)C)F 4-(4-chloro-2-fluorophenyl)-7-methyl-2-((2S,4R)-2-(2-methyl-4-pyridinyl)tetrahydro-2H-pyran-4-yl)pteridine